N=1C=CN2N=CC(=CC21)C(C#N)(C)C 2-imidazo[1,2-b]pyridazin-7-yl-2-methyl-propanenitrile